3-(10,11-Dihydro-5H-dibenzo[b,f]azepin-5-yl)-N,N-dimethylpropan-1-amine C1=CC=CC=2N(C3=C(CCC21)C=CC=C3)CCCN(C)C